C1=C(C=CC2=CC=CC=C12)[C@@H]1C2(COC2)C[C@H]1C1=NC=CC=C1 Trans-2-(5-(naphthalen-2-yl)-2-oxaspiro[3.3]hept-6-yl)pyridine